(R)-1-(1-((tert-butoxycarbonyl)amino)propan-2-yl)-5-(trifluoromethyl)-1H-pyrrole C(C)(C)(C)OC(=O)NC[C@@H](C)N1C=CC=C1C(F)(F)F